N-(2-azidoethyl)-2-(4-((2-(hydroxymethyl)pyridin-4-yl)ethynyl)phenoxy)acetamide N(=[N+]=[N-])CCNC(COC1=CC=C(C=C1)C#CC1=CC(=NC=C1)CO)=O